(S)-Methyl 2-((2S,3R)-3-(3-chlorophenyl)-2-(4-chlorophenyl)-6-oxopiperidin-1-yl)butanoate ClC=1C=C(C=CC1)[C@@H]1[C@H](N(C(CC1)=O)[C@H](C(=O)OC)CC)C1=CC=C(C=C1)Cl